BrC(=C)C(F)(F)F 2-bromo-3,3,3-trifluoropropan-1-ene